5-(1-(2-(2-(3-(4-amino-3-(4-phenoxyphenyl)-1H-pyrazolo[3,4-d]pyrimidin-1-yl)piperidin-1-yl)ethoxy)ethyl)piperidin-4-yl)-2-(2,6-dioxopiperidin-3-yl)isoindoline-1,3-dione NC1=C2C(=NC=N1)N(N=C2C2=CC=C(C=C2)OC2=CC=CC=C2)C2CN(CCC2)CCOCCN2CCC(CC2)C=2C=C1C(N(C(C1=CC2)=O)C2C(NC(CC2)=O)=O)=O